bis(2'-hydroxy-3'-t-butyl-5'-methyl-benzyl)-4-methylphenol OC1=C(CC=2C(=C(C=CC2C)O)CC2=C(C(=CC(=C2)C)C(C)(C)C)O)C=C(C=C1C(C)(C)C)C